C(CC)N(CCC1=CNC2=CC=CC=C12)CCC dipropyl-tryptamine